Tri-benzoylmethan C(C1=CC=CC=C1)(=O)C(C(C1=CC=CC=C1)=O)C(C1=CC=CC=C1)=O